[5-(chloromethyl)-1,3,4-oxadiazol-2-yl]-2-methoxypyridine ClCC1=NN=C(O1)C=1C(=NC=CC1)OC